CNC(=O)C1=C(C=C(N1)C(=O)O)OC(C)C1=CN=NC=C1 5-(methylcarbamoyl)-4-(1-(pyridazin-4-yl)ethoxy)-1H-pyrrole-2-carboxylic acid